B(O)(O)C=1C=C(C(=O)NCC(CN(CC(=O)O)C(C2=CC(=C(C=C2)F)B(O)O)=O)(C)C)C=CC1F N-(3-(3-borono-4-fluorobenzamido)-2,2-dimethylpropyl)-N-(3-borono-4-fluorobenzoyl)glycine